(4R)-1-(2-(3-acetyl-6-hydroxy-5-(2-methylpyrimidin-5-yl)-1H-indol-1-yl)acetyl)-N-(6-bromopyridin-2-yl)-4-fluoropyrrolidine-2-carboxamide C(C)(=O)C1=CN(C2=CC(=C(C=C12)C=1C=NC(=NC1)C)O)CC(=O)N1C(C[C@H](C1)F)C(=O)NC1=NC(=CC=C1)Br